2-hydroxy-indole OC=1NC2=CC=CC=C2C1